5-hydroxy-6-methoxybenzo[b]thiophene-2-carboxylic acid ethyl ester C(C)OC(=O)C1=CC2=C(S1)C=C(C(=C2)O)OC